1-(Bis(4-fluorophenyl)methyl)-4-(6-bromo-3-cyano-1-methyl-2-oxo-1,2-dihydro-1,5-naphthyridin-4-yl)piperazin FC1=CC=C(C=C1)C(N1CCN(CC1)C1=C(C(N(C2=CC=C(N=C12)Br)C)=O)C#N)C1=CC=C(C=C1)F